1,3,5-trimethyl-4-(2-oxo-2-(phenylamino)acetyl)-1H-pyrrole-2-carboxylic acid CN1C(=C(C(=C1C)C(C(NC1=CC=CC=C1)=O)=O)C)C(=O)O